IC1=CC(=C(C=C1)C1=NN=C(O1)C1=CC(=CC(=N1)CN1CCOCC1)C)N1CCC2(CC2)CC1 (R)-4-(6-(5-(4-iodo-2-(6-azaspiro[2.5]oct-6-yl)phenyl)-1,3,4-oxadiazol-2-yl)-4-methyl-pyridin-2-yl)methylmorpholine